tert-butylamino-titanium dichloride [Cl-].[Cl-].C(C)(C)(C)N[Ti+2]